C(#N)C=1C=NC(=NC1)NC(OC1=CC=CC=C1)=O phenyl (5-cyanopyrimidin-2-yl)carbamate